NC=1C2=C(N=CN1)N(C=C2C2=CC=C(C=C2)NC(=O)NC2=CC(=CC=C2)C(C)=O)CCN2CCOCC2 1-(4-(4-amino-7-(2-morpholinoethyl)-7H-pyrrolo[2,3-d]pyrimidin-5-yl)phenyl)-3-(3-acetylphenyl)urea